[5-chloro-6-[(1-methylcyclopropyl)methoxy]-3-pyridyl]-[4-(5-methyloxazolo[4,5-b]pyridin-2-yl)piperazin-1-yl]methanone ClC=1C=C(C=NC1OCC1(CC1)C)C(=O)N1CCN(CC1)C=1OC=2C(=NC(=CC2)C)N1